(Z)-methyl 3-(((4-(N-methyl-2-(4-methylpiperazin-1-yl) acetamido) phenyl) amino) (phenyl) methylene)-2-oxo-2,3-dihydro-1H-pyrrolo[2,3-b]pyridine-6-carboxylate CN(C(CN1CCN(CC1)C)=O)C1=CC=C(C=C1)N\C(=C\1/C(NC2=NC(=CC=C21)C(=O)OC)=O)\C2=CC=CC=C2